C(C)(C)(C)OC(NCC12CC(C1)(C2)CN2CC=1N(CC2)C=CN1)=O.C(#N)C1=CC=C(C=C1)NN p-cyanophenylhydrazine tert-Butyl-N-[[3-(6,8-dihydro-5H-imidazo[1,2-a]pyrazin-7-ylmethyl)-1-bicyclo[1.1.1]pentanyl]methyl]carbamate